C(C)OC(C(C(Br)C1=C(C=CC=C1Cl)F)Br)=O 3-(2-Fluoro-6-chlorophenyl)-2,3-dibromopropionic acid ethyl ester